COC1=CC=C(C=C1)N1N=C(C2=C1C(N(CC2)C2C1CN(CC21)N2C(COCC2)=O)=O)C(=O)[O-] 1-(4-Methoxyphenyl)-7-oxo-6-(3-(3-oxomorpholino)-3-azabicyclo[3.1.0]hexan-6-yl)-4,5,6,7-tetrahydro-1H-pyrazolo[3,4-c]pyridine-3-carboxylat